tris(2,2'-bipyridine) ruthenium (II) [Ru+2].N1=C(C=CC=C1)C1=NC=CC=C1.N1=C(C=CC=C1)C1=NC=CC=C1.N1=C(C=CC=C1)C1=NC=CC=C1